C(C)C1=C(N=C2N1C=C(C(=C2)OC)C2=NN=NN2)C(O)(C2=C(C=CC=C2)F)C2=C(C=CC=C2)F [3-Ethyl-7-methoxy-6-(1H-1,2,3,4-tetrazol-5-yl)imidazo[1,2-a]pyridin-2-yl]bis(2-fluorophenyl)methanol